ClC1=C(C=C(C=C1)F)[C@H]1NC(C2=C3C(=CC(=C12)NC(=O)N1C[C@](C2=CC(=CC=C12)F)(C(F)(F)F)O)OCCO3)=O (R)-N-((S)-7-(2-chloro-5-fluorophenyl)-9-oxo-2,3,8,9-tetrahydro-7H-[1,4]dioxino[2,3-e]isoindol-6-yl)-5-fluoro-3-hydroxy-3-(trifluoromethyl)indoline-1-carboxamide